4'-((3-(2-Ethynylthiazol-4-yl)ureido)methyl)-N-methyl-[1,1'-biphenyl]-3-carboxamide C(#C)C=1SC=C(N1)NC(NCC1=CC=C(C=C1)C1=CC(=CC=C1)C(=O)NC)=O